4-amino-1-((2R,4S,5R)-5-(((tert-butyldiphenylsilyl)oxy)methyl)-4-hydroxytetrahydrothiophen-2-yl)pyrimidin-2(1H)-one NC1=NC(N(C=C1)[C@@H]1S[C@@H]([C@H](C1)O)CO[Si](C1=CC=CC=C1)(C1=CC=CC=C1)C(C)(C)C)=O